ClC1=C(C=C(C#N)C=C1)C=1NC2=CC(=C(C(=C2C(C1)=O)F)C1=CC(=NC=C1)C(F)F)F 4-chloro-3-(6-(2-(difluoromethyl)pyridin-4-yl)-5,7-difluoro-4-oxo-1,4-dihydroquinolin-2-yl)benzonitrile